5-chloro-3-((4-chlorophenylimino)meth-yl)-2-(isobutyryloxy)phenyl 3-methylbenzoate CC=1C=C(C(=O)OC2=C(C(=CC(=C2)Cl)C=NC2=CC=C(C=C2)Cl)OC(C(C)C)=O)C=CC1